(1R,2S,5S)-3-[(2S)-2-cyclohexyl-2-{[(trifluoromethyl)sulfonyl]amino}acetyl]-6,6-dimethyl-3-azabicyclo[3.1.0]hexane-2-carboxylic acid C1(CCCCC1)[C@@H](C(=O)N1[C@@H]([C@H]2C([C@H]2C1)(C)C)C(=O)O)NS(=O)(=O)C(F)(F)F